BrC1=CN(C=2N=CN=C(C21)NCC2=C(C=C(C=C2)OC)OC)[C@@H]2C[C@@H]([C@@H]1[C@H]2OC(O1)(C)C)C(=O)O (3aR,4S,6R,6aS)-6-(5-bromo-4-{[(2,4-dimethoxyphenyl)methyl]amino}-7H-pyrrolo[2,3-d]pyrimidin-7-yl)-2,2-dimethyl-hexahydrocyclopenta[d][1,3]dioxole-4-carboxylic acid